1-((3-chloro-4-(6-fluoropyridin-3-yl)pyrazolo[1,5-a]pyridin-6-yl)oxy)-2-methylpropan-2-ol ClC=1C=NN2C1C(=CC(=C2)OCC(C)(O)C)C=2C=NC(=CC2)F